4-(4-isobutyrylpiperazin-1-yl)-N-(3-methyloxetan-3-yl)-1-(5-((methylsulfonyl)methyl)-1,3,4-thiadiazol-2-yl)-1H-indazole-6-sulfonamide C(C(C)C)(=O)N1CCN(CC1)C1=C2C=NN(C2=CC(=C1)S(=O)(=O)NC1(COC1)C)C=1SC(=NN1)CS(=O)(=O)C